Cl[Si](Cl)Cl trichlorosilicon